COC1=C(C=CC=C1)C=1C=C(C=2N(C1)C=C(N2)C2=CC=CC=C2)C2=CC=CC=C2 6-(2-methoxyphenyl)-2,8-diphenylimidazo[1,2-a]pyridine